(3,5-dibromothien-2-yl)carbamic acid tert-butyl ester C(C)(C)(C)OC(NC=1SC(=CC1Br)Br)=O